C(C)(=O)OCCCCCC 1-hexyl acetate